(S)-1-((S)-2-(3-(2-(allyloxy)ethoxy)-4,5-dimethoxyphenyl)-2-cyclohexylacetyl)piperidine-2-carboxylic acid C(C=C)OCCOC=1C=C(C=C(C1OC)OC)[C@@H](C(=O)N1[C@@H](CCCC1)C(=O)O)C1CCCCC1